1-(benzofuran-2-carbonyl)-3-methyl-1,2,3,6-tetrahydropyridin O1C(=CC2=C1C=CC=C2)C(=O)N2CC(C=CC2)C